C[C@H]([C@H]1[C@@H](O1)C[C@H]2CO[C@H]([C@@H]([C@@H]2O)O)C/C(=C/C(=O)OCCCCCCCCC(=O)O)/C)[C@H](C)O The molecule is an alpha,beta-unsaturated ester resulting from the formal condensation of the alcoholic hydroxy group of 9-hydroxynonanoic acid with the carboxy group of (2E)-4-[(2S)-tetrahydro-2H-pyran-2-yl]-3-methylbut-2-enoic acid in which the tetrahydropyranyl ring is substituted at positions 3 and 4 by hydroxy groups and at position 5 by a {(2S,3S)-3-[(2S,3S)-3-hydroxybutan-2-yl]oxiran-2-yl}methyl group. Originally isolated from the Gram-negative bacterium Pseudomonas fluorescens, it is used as a topical antibiotic for the treatment of Gram-positive bacterial infections. It has a role as a bacterial metabolite, an antibacterial drug and a protein synthesis inhibitor. It is a monocarboxylic acid, a member of oxanes, an epoxide, a secondary alcohol, a triol and an alpha,beta-unsaturated carboxylic ester. It is a conjugate acid of a mupirocin(1-).